[2-(4-ethylbenzoyl)-2,3,4,9-tetrahydro-1H-β-carbolin-9-yl]-acetic acid methyl ester COC(CN1C2=CC=CC=C2C=2CCN(CC12)C(C1=CC=C(C=C1)CC)=O)=O